2-((S)-1-((3,5-dichlorophenyl)sulfonyl)pyrrolidine-2-carboxamido)propanoic acid ClC=1C=C(C=C(C1)Cl)S(=O)(=O)N1[C@@H](CCC1)C(=O)NC(C(=O)O)C